ClC1=C(C(=C(C(=N1)C(=O)NC=1C=C2C(=NNC2=CC1)C1=CC(=NC=C1)N1CCOCC1)C)C)C#N 6-chloro-5-cyano-3,4-dimethyl-N-(3-(2-morpholinopyridin-4-yl)-1H-indazol-5-yl)picolinamide